N-hydroxy-2'-oxo-1'-((1-phenyl-1H-1,2,3-triazol-4-yl)methyl)-1,3-dihydrospiro[indene-2,3'-pyrrolidine]-4-carboxamide ONC(=O)C=1C=2CC3(C(N(CC3)CC=3N=NN(C3)C3=CC=CC=C3)=O)CC2C=CC1